C(=C)[Si](O[Si](C)(C)C)(C)C=C divinyl-tetramethyldisiloxane